2-(2-Nitro-4-(3-(trifluoro-methyl)phenoxy)phenyl)-1,3,4-oxadiazole [N+](=O)([O-])C1=C(C=CC(=C1)OC1=CC(=CC=C1)C(F)(F)F)C=1OC=NN1